N(=C=O)CCC(CSSCC(CCN=C=O)N=C=S)N=C=S 2-isocyanatoethyl-2-isothiocyanato-ethyl disulfide